5-[4-(propane-2-sulfonyl)phenyl]-1H-pyrrolo[2,3-b]pyridine-2-carboxylic acid hydrochloride Cl.CC(C)S(=O)(=O)C1=CC=C(C=C1)C=1C=C2C(=NC1)NC(=C2)C(=O)O